O=S1([C@H](CNCC1)C=1N=CN(C1)C1=C(C=C(C=N1)NC(CN1N=C(C=C1C)C(F)(F)F)=O)F)=O |o1:2| (R or S)-N-(6-(4-(1,1-Dioxidothiomorpholin-2-yl)-1H-imidazol-1-yl)-5-fluoropyridin-3-yl)-2-(5-methyl-3-(trifluoromethyl)-1H-pyrazol-1-yl)acetamide